methyl-1-benzyl-4,4-diethoxypiperidine-2-carboxylate COC(=O)C1N(CCC(C1)(OCC)OCC)CC1=CC=CC=C1